N1=C(C=CC=C1)OC1=CC=C(C=C1)NC1=NC=NC2=CC=C3C(=C12)OCCN3 N-(4-(2-pyridyloxy)phenyl)-3,4-dihydro-2H-[1,4]oxazino[2,3-f]quinazolin-10-amine